methyl 5-fluoro-4-[4-[4-methoxycarbonyl-3-(tetrazolo[1,5-b]pyridazine-6-carbonylamino)phenoxy]butoxy]-2-(tetrazolo[1,5-b]pyridazine-6-carbonylamino)benzoate FC=1C(=CC(=C(C(=O)OC)C1)NC(=O)C=1C=CC=2N(N1)N=NN2)OCCCCOC2=CC(=C(C=C2)C(=O)OC)NC(=O)C=2C=CC=1N(N2)N=NN1